1-((1s,4s)-4-((5-(imidazo[1,2-a]pyridin-6-yl)-4-methoxy-7H-pyrrolo[2,3-d]pyrimidin-2-yl)amino)cyclohexyl)pyrrolidin-2-one N=1C=CN2C1C=CC(=C2)C2=CNC=1N=C(N=C(C12)OC)NC1CCC(CC1)N1C(CCC1)=O